2-butyl-2,4-diethyl-3-propylpentane-1,5-diol C(CCC)C(CO)(C(C(CO)CC)CCC)CC